CC1C=C(CN(C1)CC1(COC1)C)C1=CNC2=NC=CC=C21 3-(5-methyl-1-((3-methyloxetan-3-yl)methyl)-1,2,5,6-tetrahydropyridin-3-yl)-1H-pyrrolo[2,3-b]Pyridine